sodium argininate N[C@@H](CCCNC(N)=N)C(=O)[O-].[Na+]